6-((3S,4S)-4-amino-3-methyl-2-oxa-8-azaspiro[4.5]dec-8-yl)-3-(2,3-dichlorophenyl)-1H-pyrazolo[3,4-d]pyrimidine-4-carboxamide N[C@@H]1[C@@H](OCC12CCN(CC2)C2=NC(=C1C(=N2)NN=C1C1=C(C(=CC=C1)Cl)Cl)C(=O)N)C